N5-(4-(4-aminophenyl)butyl)-2-(furan-2-yl)-[1,2,4]triazolo[1,5-a][1,3,5]triazine-5,7-diamine NC1=CC=C(C=C1)CCCCNC1=NC=2N(C(=N1)N)N=C(N2)C=2OC=CC2